C1(CC1)N(C=1SC2=C(N1)COC=1C=C(C=CC12)C=1C=NNC1)C1CC(NC(C1)(C)C)(C)C N-Cyclopropyl-7-(1H-pyrazol-4-yl)-N-(2,2,6,6-tetramethylpiperidin-4-yl)-4H-chromeno[3,4-d]thiazol-2-amine